O1NC=C(C=C1)N Oxazin-4-amine